ClC1=C(C=C(C=C1)B(O)O)[N+](=O)[O-] 4-CHLORO-3-NITROPHENYLBORONIC ACID